C1(=CC=CC=C1)N1NC(C=C1C1=C(C=CC(=C1)OC)OC)C=CC1=C(C=CC(=C1)OC)OC 1-phenyl-3-(2,5-dimethoxystyryl)-5-(2,5-dimethoxyphenyl)-dihydropyrazole